C(CCCCCCCCCCCCCCC(=O)Cl)(=O)Cl hexadecanedioyl dichloride